CN1C(=NC=2CN(CCC21)C)C#N 1,5-dimethyl-4,5,6,7-tetrahydro-1H-imidazo[4,5-c]pyridine-2-carbonitrile